8-(4-(1H-pyrazol-5-yl)phenyl)-6-(4-methoxyphenyl)-2-(2,2,2-trifluoroethylamino)pyrido[2,3-d]pyrimidin-7(8H)-one N1N=CC=C1C1=CC=C(C=C1)N1C(C(=CC2=C1N=C(N=C2)NCC(F)(F)F)C2=CC=C(C=C2)OC)=O